ClC1=CC(=C(C=C1)N1C(N2[C@@H](CN([C@@H](C2)C)C=2C(=NC(=CC2)C=2C(=NC=CC2)OCC)C(=O)O)C1)=O)C(F)(F)F 3-[(6R,8aS)-2-[4-chloro-2-(trifluoromethyl)phenyl]-6-methyl-3-oxo-5,6,8,8a-tetrahydro-1H-imidazo[1,5-a]pyrazin-7-yl]-6-(2-ethoxy-3-pyridyl)pyridine-2-carboxylic acid